C(CCC)OCC(CN(C)C)O 1-butoxymethyl-2-dimethylaminoethanol